N(N)C1=CC2=CC=CC=C2C=C1 2-(1,2-diazaethyl)naphthalene